(E)-((1S,3R)-2,2-Dimethyl-3-(2-methylprop-1-enyl)cyclopropyl) 2-methylbut-2-enoate C/C(/C(=O)O[C@@H]1C([C@H]1C=C(C)C)(C)C)=C\C